(3-(4-(5-(2,3-Dihydro-1H-inden-4-yl)-6-methoxy-1H-pyrazolo[4,3-b]pyridin-3-yl)-1H-pyrazol-1-yl)azetidin-1-yl)((1r,3r)-3-hydroxy-3-methylcyclobutyl)methanone C1CCC2=C(C=CC=C12)C1=C(C=C2C(=N1)C(=NN2)C=2C=NN(C2)C2CN(C2)C(=O)C2CC(C2)(C)O)OC